tert-butyl carbamate (t-butyl-carbamate) C(C)(C)(C)NC(O)=O.C(N)(OC(C)(C)C)=O